2-[(2's,4s)-6-bromo-2'-methyl-1-oxospiro[3H-isoquinoline-4,1'-cyclopropane]-2-yl]-N-(5-fluoropyrimidin-2-yl)acetamide BrC=1C=C2C(=CC1)C(N(C[C@@]21[C@H](C1)C)CC(=O)NC1=NC=C(C=N1)F)=O